1-[4-hydroxy-5-(hydroxymethyl)oxolan-2-yl]-5-(trifluoromethyl)pyrimidine-2,4-dione OC1CC(OC1CO)N1C(NC(C(=C1)C(F)(F)F)=O)=O